ClC=1N=C2C(=NC1NS(=O)(=O)CC1=CC=C(C=C1)F)N(C(=N2)C2=NC(=CC=C2)OCC)C2=C(C=CC=C2OC)OC N-(5-Chloro-1-(2,6-dimethoxyphenyl)-2-(6-ethoxypyridin-2-yl)-1H-imidazo[4,5-b]pyrazin-6-yl)-1-(4-fluorophenyl)methanesulfonamide